OC(CCCOC1=C(C=CC(=C1)O)N=NC1=CC=CC=C1)CC 4,4'-dihydroxyhexyloxyazobenzene